ClC1=C(C(=CC=C1Cl)OCOCC[Si](C)(C)C)[C@H]1CC(N(C1)C=1C=NN2C1OCCC2)=S |r| rac-4-(2,3-dichloro-6-((2-(trimethylsilyl)ethoxy)methoxy)phenyl)-1-(6,7-dihydro-5H-pyrazolo[5,1-b][1,3]oxazin-3-yl)pyrrolidine-2-thione